2-(4-(aminomethyl)-2-((4-(aminomethyl)-6H-benzo(c)chromen-9-yl)methoxy)phenyl)acetic acid methyl ester COC(CC1=C(C=C(C=C1)CN)OCC1=CC2=C(COC3=C(C=CC=C23)CN)C=C1)=O